tryptamine fumarate salt C(\C=C\C(=O)O)(=O)O.NCCC1=CNC2=CC=CC=C12